C(C)C(C(=O)O)(CCC)S(=O)(=O)C1=CC=CC=C1 2-Ethyl-2-(benzenesulfonyl)pentanoic acid